ClC=1C(=C(C=CC1)[C@H]1[C@@H](N[C@H]([C@]1(C#N)C1=C(C=C(C=C1)Cl)F)CC(C)(C)C)C(=O)OC(C)(C)C)F Tert-butyl (2R,3S,4R,5S)-3-(3-chloro-2-fluoro-phenyl)-4-(4-chloro-2-fluoro-phenyl)-4-cyano-5-(2,2-dimethylpropyl)pyrrolidine-2-carboxylate